S(=O)(=O)(ON1[C@@H]2CC[C@H](N(C1=O)C2)C(NC(CCNC(C)=O)=O)=N)O (2S,5R)-2-(N-(3-acetamidopropanoyl) carbamimidoyl)-7-oxo-1,6-diazabicyclo[3.2.1]octan-6-yl hydrogen sulfate